(R)-(1-((4-(((tert-butyldiphenylsilyl)oxy)methyl)piperidin-1-yl)methyl)-2,2-difluorocyclopropyl)methanol [Si](C1=CC=CC=C1)(C1=CC=CC=C1)(C(C)(C)C)OCC1CCN(CC1)C[C@@]1(C(C1)(F)F)CO